8-cyclopentyl-2-((4-(1-methylpiperidin-4-yl)phenyl)amino)-7-oxo-7,8-dihydropyrido[2,3-d]pyrimidine-6-carbonitrile C1(CCCC1)N1C(C(=CC2=C1N=C(N=C2)NC2=CC=C(C=C2)C2CCN(CC2)C)C#N)=O